6-butoxy-7-fluoro-2-(4-propylcyclohexyl)-2,3-dihydrobenzothiophene C(CCC)OC1=C(C2=C(CC(S2)C2CCC(CC2)CCC)C=C1)F